C(C1=CC=CC=C1)NC1=NC=NC(=C1)C1=CNC2=NC=CC(=C21)OC2=CC=C1CCNCC1=C2 N-benzyl-6-(4-((1,2,3,4-tetrahydroisoquinolin-7-yl)oxy)-1H-pyrrolo[2,3-b]pyridin-3-yl)pyrimidin-4-amine